C(N)(OC1(C(C1)CC1=CC=CC=C1)COC1=C(C=C2C(=CC=NC2=C1)OC=1C(=C2C=C(NC2=CC1)C)F)OC)=O (benzyl 1-(((4-(4-fluoro-2-methyl-1H-indol-5-yl) oxy-6-methoxyquinolin-7-yl) oxy) methyl) cyclopropyl) carbamate